3-(3-chloro-4-fluorophenyl)-1-((5-(difluoromethyl)-4-(methoxymethyl)-1H-pyrazol-3-yl)methyl)-1-(6-methoxypyridin-3-yl)urea ClC=1C=C(C=CC1F)NC(N(C=1C=NC(=CC1)OC)CC1=NNC(=C1COC)C(F)F)=O